BrC1=C2C=NN(C2=CC(=C1CCCC=O)Cl)C1OCCCC1 4-(4-Bromo-6-chloro-1-(tetrahydro-2H-pyran-2-yl)-1H-indazol-5-yl)butanal